2-(3-fluoro-2-isopropyl-4-(methoxymethyl)-6-(2-(2-methyl-2-(4-sulfamoyl-1H-pyrazol-1-yl)propoxy)pyridin-4-yl)phenyl)acetic acid FC=1C(=C(C(=CC1COC)C1=CC(=NC=C1)OCC(C)(N1N=CC(=C1)S(N)(=O)=O)C)CC(=O)O)C(C)C